N-[(3-(3,5-dichloropyridine-2-oxy)phenyl)thiocarbamoyl]furan-2-carboxamide diglycidyl-bis-nitrophthalate C(C1CO1)C=1C(=C(C(=C(C1C(=O)O)C(=O)O)[N+](=O)[O-])[N+](=O)[O-])CC1CO1.ClC=1C(=NC=C(C1)Cl)OC=1C=C(C=CC1)NC(=S)NC(=O)C=1OC=CC1